COC=1C=C2C(=NC=NC2=CC1OC)NC1=CC=C(OCP(O)(O)=O)C=C1 4-(6,7-dimethoxyquinazolin-4-ylamino)phenoxymethylphosphonic acid